FC(C=1C=C(C=2N(C1)C=CN2)N)(F)F 6-(trifluoromethyl)imidazo[1,2-a]Pyridin-8-amine